C(C)(C)(C)OC(=O)N1CCN(CC1)C1=CC(=CC=C1)OC 4-(3-methoxyphenyl)piperazine-1-carboxylic acid tert-butyl ester